2-(4-(4-chlorophenoxy)phenyl)-7-(piperidin-4-yl)-1H-imidazo[1,2-b]Pyrazole ClC1=CC=C(OC2=CC=C(C=C2)C=2NC=3N(N=CC3C3CCNCC3)C2)C=C1